(R)-5-ethynyl-2-(5-methoxy-3-(piperidin-3-ylamino)-1,2,4-triazin-6-yl)phenol C(#C)C=1C=CC(=C(C1)O)C1=C(N=C(N=N1)N[C@H]1CNCCC1)OC